rac-3-[6-chloro-3-[3-(trifluoromethyl)phenoxy]pyridazin-4-yl]-5-[(2,4-dimethylphenyl)methyl]-5,6-dihydro-4H-1,2,4-oxadiazine ClC1=CC(=C(N=N1)OC1=CC(=CC=C1)C(F)(F)F)C1=NOC[C@H](N1)CC1=C(C=C(C=C1)C)C |r|